C(#N)C(NC(=O)[C@@H]1[C@H]2C([C@H]2CN1C([C@H](C(C)(C)C)NC(C(F)(F)F)=O)=O)(C)C)C1=NN2N=CC=CC2=C1 (1R,2S,5S)-N-[cyano(pyrazolo[1,5-b]pyridazin-2-yl)methyl]-3-[(2S)-3,3-dimethyl-2-[(2,2,2-trifluoroacetyl)amino]butanoyl]-6,6-dimethyl-3-azabicyclo[3.1.0]hexane-2-carboxamide